C(C)[C@@H]1N(C[C@H](N(C1)C(C)C=1C=C2N=CC=NC2=CC1)C)N1N=C2C(N(C(C=C2)=O)C)=C1 ((2S,5R)-2-ethyl-5-methyl-4-(1-(quinoxalin-6-yl)ethyl)piperazin-1-yl)-4-methyl-2,4-dihydro-5H-pyrazolo[4,3-b]pyridin-5-one